undecan-3-yl 8-((7-((5,5-bis(((Z)-oct-5-en-1-yl)oxy)pentanoyl)oxy)heptyl)(3-hydroxypropyl)amino)octanoate C(CCC\C=C/CC)OC(CCCC(=O)OCCCCCCCN(CCCCCCCC(=O)OC(CC)CCCCCCCC)CCCO)OCCCC\C=C/CC